7-methoxy-8-(3-methoxypropoxy)-3,3-dimethyl-1,3,3a,9b-tetrahydrofuro[3,4-c]isoquinoline COC=1C(=CC=2C3C(N=CC2C1)C(OC3)(C)C)OCCCOC